5-fluoro-6-(methanesulfonylmethyl)-N-(7-{8-methyl-1H,2H,3H-pyrido[2,3-b][1,4]oxazin-7-yl}-5H,6H,7H,8H-pyrido[3,4-d]pyrimidin-2-yl)pyridin-3-amine FC=1C=C(C=NC1CS(=O)(=O)C)NC=1N=CC2=C(N1)CN(CC2)C2=C(C1=C(OCCN1)N=C2)C